hexane-5-carboxylate CCCCC(C)C(=O)[O-]